NC(C(F)(F)F)C=1N=C2N(C(=NC=C2C2=CC(=NN2C)C)N(C(OC(C)(C)C)=O)CC2=C(C=CC3=C2CCO3)F)C1 tert-butyl (2-(1-amino-2,2,2-trifluoroethyl)-8-(1,3-dimethyl-1H-pyrazol-5-yl)imidazo[1,2-c]pyrimidin-5-yl)((5-fluoro-2,3-dihydrobenzofuran-4-yl)methyl)carbamate